CN1C(=NN=C1)C1(COC1)C=1C=C(C=CC1)N1C(C2=C(C(=C1)C(F)(F)F)C=C(N2)CN2C[C@H](CCC2)C)=O (S)-6-(3-(3-(4-methyl-4H-1,2,4-triazol-3-yl)oxetane-3-yl)phenyl)-2-((3-methylpiperidin-1-yl)methyl)-4-(trifluoromethyl)-1,6-dihydro-7H-pyrrolo[2,3-c]pyridin-7-one